N-(1-methyl-1H-pyrazol-5-yl)-4-(3-(phenoxymethyl)-6,7-dihydro-5H-pyrrolo[1,2-a][1,2,4]triazolo[3,4-c][1,4]diazepin-10-yl)pyrimidin-2-amine CN1N=CC=C1NC1=NC=CC(=N1)C=1C=C2N(CCCN3C2=NN=C3COC3=CC=CC=C3)C1